4-((2,6-Dichloroacridin-9-yl)amino)-2-(pyrrolidin-1-ylmethyl)phenol hydrochloride Cl.ClC1=CC2=C(C3=CC=C(C=C3N=C2C=C1)Cl)NC1=CC(=C(C=C1)O)CN1CCCC1